ClC1C(CCC(C1)OC)=O 2-chloro-4-methoxycyclohexan-1-one